N-[1-((6-chloropyridin-3-yl)methyl)pyridin-2(1H)-ylidene]-2,2,2-trifluoroethanethioamide ClC1=CC=C(C=N1)CN1C(C=CC=C1)=NC(C(F)(F)F)=S